(E)-3-(2-(4-fluorophenyl)prop-1-en-1-yl)isonicotinic acid FC1=CC=C(C=C1)/C(=C/C1=C(C(=O)O)C=CN=C1)/C